BrC(C(=O)O)C(C)(C)C 2-bromo-3,3-dimethyl-butyric acid